COC(C[C@@H](CC1=C(C=C(C(=C1)F)F)F)NC(=O)OC(C)(C)C)=O (3R)-N-Boc-3-amino-4-(2,4,5-trifluorophenyl)butanoic acid methyl ester